C1(CC1)C1=C(C(=NO1)C1=C(C=CC=C1Cl)Cl)CO[C@H]1[C@@H]2C(N([C@H](C1)C2)C2=CC=C(C(=O)OC(C)(C)C)C=C2)=O tert-butyl 4-[(1S,4R,5R)-5-[[5-cyclopropyl-3-(2,6-dichlorophenyl)-1,2-oxazol-4-yl]methoxy]-3-oxo-2-azabicyclo[2.2.1]heptan-2-yl]benzoate